4-(trifluoromethoxy)fluorobenzene C1=CC(=CC=C1OC(F)(F)F)F